2-[1-[4-[3-(cyclobutoxy)-5-fluoro-phenyl]-2,6-difluoro-phenyl]-4-piperidinyl]acetic acid C1(CCC1)OC=1C=C(C=C(C1)F)C1=CC(=C(C(=C1)F)N1CCC(CC1)CC(=O)O)F